2,2-difluoro-N-(naphthalen-2-ylmethyl)ethylamine FC(CNCC1=CC2=CC=CC=C2C=C1)F